FC1(C=2N(CCC1)N=C(C2)NC(C2=CC(=C(C=C2)C)C#CC=2C=NC=C(C2)N2C(CC2)C(F)(F)F)=O)F N-(4,4-difluoro-6,7-dihydro-5H-pyrazolo[1,5-a]pyridin-2-yl)-4-methyl-3-[2-[5-[2-(trifluoromethyl)azetidin-1-yl]-3-pyridyl]ethynyl]benzamide